dioctyl-tin dithiocarbamate C(N)([S-])=S.C(CCCCCCC)[Sn+2]CCCCCCCC.C(N)([S-])=S